N-[(2,4-dimethoxyphenyl)methyl]-4-{5-(1-ethyl-3-methyl-1H-pyrazol-5-yl)-4-[(4-methoxyphenyl)methyl]-4H-1,2,4-triazol-3-yl}-1-(prop-2-en-1-yl)-1H-indazole-6-carboxamide COC1=C(C=CC(=C1)OC)CNC(=O)C1=CC(=C2C=NN(C2=C1)CC=C)C1=NN=C(N1CC1=CC=C(C=C1)OC)C1=CC(=NN1CC)C